CCCCCCCCCCCCCCCCCC(=O)OC[C@H](COP(=O)(O)OC[C@H](CO)O)OC(=O)CCCCCCC/C=C\CCCCCC 1-octadecanoyl-2-(9Z-hexadecenoyl)-glycero-3-phospho-(1'-sn-glycerol)